2-{(3R)-3-[(cyclobutoxy)methyl][1,4'-bipiperidin]-1'-yl}-N-[(3,5-difluoropyridin-2-yl)methyl]-1,3-thiazole-5-carboxamide C1(CCC1)OC[C@H]1CN(CCC1)C1CCN(CC1)C=1SC(=CN1)C(=O)NCC1=NC=C(C=C1F)F